CC=1C(=NC(=NC1)NC1=CC=C(C=C1)N1CCOCC1)C1=CN(C2=CC(=CC=C12)[N+](=O)[O-])C 5-methyl-4-(1-methyl-6-nitro-indol-3-yl)-N-(4-morpholinylphenyl)pyrimidin-2-amine